CC1(NC(N([C@H]2[C@H](OC)[C@H](O)[C@@H](CO)O2)C=C1)=O)N 4,2'-O-dimethylcytidine